2-bromo-6-methoxypyridine BrC1=NC(=CC=C1)OC